[N-](S(=O)(=O)C(F)(F)F)S(=O)(=O)C(F)(F)F.C(C=C)(=O)NCCC[N+](C)(C)C acrylamidopropyl-trimethylammonium bis(trifluoromethanesulfonyl)imide salt